O1[C@H](CCC1)C(=O)O |r| racemic-tetrahydrofuranformic acid